C1(=CC=CC=C1)[Si]([Si](C=1C=C(C=CC1)C)(C1=CC=CC=C1)C1=CC=CC=C1)(C=1C=C(C=CC1)C)C1=CC=CC=C1 1,1,2,2-tetraphenyl-1,2-di-m-tolyldisilane